FC(C)(F)C1=NC=CC(=N1)NC1=CC(=NC=C1C=1SC(=NN1)N1CCN(CC1)C)NC(C)=O N-(4-((2-(1,1-difluoroethyl)pyrimidin-4-yl)amino)-5-(5-(4-methylpiperazin-1-yl)-1,3,4-thiadiazol-2-yl)pyridin-2-yl)acetamide